8-(3-(3,3-difluorocyclobutyl)pyrrolidin-1-yl)-6-(2,4-dimethoxypyrimidin-5-yl)imidazo[1,2-b]pyridazine FC1(CC(C1)C1CN(CC1)C=1C=2N(N=C(C1)C=1C(=NC(=NC1)OC)OC)C=CN2)F